[Cl-].C(CCCCCCCCCCCCC)[N+](CCC[Si](OCC)(OCC)OCC)(CCC)CCC tetradecyldin-propyl-(3-triethoxysilylpropyl)ammonium chloride